C1=CC=CC2=CC3=CC=CC=C3C(=C12)OCC(=O)N[C@@H](CO)[C@H](C)O 2-(anthracen-9-yloxy)-N-((2S,3S)-1,3-dihydroxybutan-2-yl)acetamide